ClC=1C=NC(=C(C=O)C1)C=1C=NC(=NC1)C(F)(F)F 5-chloro-2-(2-(trifluoromethyl)pyrimidin-5-yl)nicotinaldehyde